N-((2R,3S,4R,5R,6R)-4,5-bis(benzyloxy)-6-((benzyloxy)methyl)-2-(6-hydroxyhexa-1,3-diyn-1-yl)tetrahydro-2H-pyran-3-yl)acetamide C(C1=CC=CC=C1)O[C@@H]1[C@H]([C@H](O[C@@H]([C@@H]1OCC1=CC=CC=C1)COCC1=CC=CC=C1)C#CC#CCCO)NC(C)=O